(S)-4-(2-Cyclopropyl-benzyl)-2-(2,2-difluoro-propyl)-6-[1-(2-fluoro-6-methyl-phenyl)-piperidin-4-yl]-7-methyl-2,4,6,7-tetrahydro-pyrazolo[4,3-d]pyrimidin-5-on C1(CC1)C1=C(CN2C(N([C@H](C=3C2=CN(N3)CC(C)(F)F)C)C3CCN(CC3)C3=C(C=CC=C3C)F)=O)C=CC=C1